2-((4-hydroxyphenyl)amino)quinazolin-4(3H)-one OC1=CC=C(C=C1)NC1=NC2=CC=CC=C2C(N1)=O